C(C)(C)[C@]1(C(NC(N1)=O)=O)C1=CC=C(C=C1)C(=O)N1CCC(CC1)NC1=NC=C(C=C1)C (R)-5-isopropyl-5-{4-[4-(5-methylpyridin-2-ylamino)piperidine-1-carbonyl]phenyl}imidazolidine-2,4-dione